OC1=CC=C(CNC2=C3N=CN(C3=NC=N2)[C@H]2[C@@H](O)[C@H](O)[C@H](O2)CO)C=C1OC 6-(4-hydroxy-5-methoxybenzylamino)-9-β-D-arabinofuranosylpurine